Cl.FC1=C(C=CC(=C1)F)N1CCN(CCC1)C([C@H]1NCCC1)=O (S)-1-(2,4-difluorophenyl)-4-prolyl-1,4-diazepane hydrochloride